C(=O)(OC(C)(C)C)NC1(CCCC1)C(=O)O Boc-CycloLeucine